(6R,9S)-N-(5-bromo-4-chloro-2-fluorophenyl)-3-oxo-3,5,6,7,8,9-hexahydro-2H-6,9-epiminocyclohepta[c]pyridine-10-carboxamide BrC=1C(=CC(=C(C1)NC(=O)N1[C@H]2CC=3C(=CNC(C3)=O)[C@@H]1CC2)F)Cl